CC(CN1N=NC(=C1)C1=CC=C(C=C1)C=O)(C)C [4-[1-(2,2-dimethylpropyl)triazol-4-yl]phenyl]methanone